(S)-N-(4-amino-3,4-dioxo-1-phenylbutan-2-yl)-2-fluoro-6-iodobenzamide NC(C([C@H](CC1=CC=CC=C1)NC(C1=C(C=CC=C1I)F)=O)=O)=O